(((S)-Oxetan-2-yl)methyl)-2-((3-(3-phenoxyphenyl)pyrrolidin-1-yl)methyl)-1H-benzo[d]imidazole-6-carboxylic acid O1[C@@H](CC1)CN1C(=NC2=C1C=C(C=C2)C(=O)O)CN2CC(CC2)C2=CC(=CC=C2)OC2=CC=CC=C2